4-methoxyphenyl-carboxylic acid COC1=CC=C(C=C1)C(=O)O